ClC1=C(C=C2CCN(CC2=C1)C(C(F)(F)F)=O)NC1=NC=C(C(=N1)C1=CC(=C(S1)C(=O)N)S(=O)(=O)C)C(F)(F)F 5-(2-((7-chloro-2-(2,2,2-trifluoroacetyl)-1,2,3,4-tetrahydroisoquinolin-6-yl)amino)-5-(trifluoromethyl)pyrimidin-4-yl)-3-(methylsulfonyl)thiophene-2-carboxamide